9-(4-aminocyclohexyl)-N8-(2-fluoro-5-(trifluoromethyl)phenyl)-N2-(4-methyltetrahydro-2H-pyran-4-yl)-9H-purine-2,8-diamine NC1CCC(CC1)N1C2=NC(=NC=C2N=C1NC1=C(C=CC(=C1)C(F)(F)F)F)NC1(CCOCC1)C